FC([C@H]1CC[C@H](CC1)C1=CC=C(C=N1)OCCN1CCC2(CS(C2)(=O)=O)CC1)(F)F 7-(2-((6-((cis)-4-(trifluoromethyl)cyclohexyl)pyridin-3-yl)oxy)ethyl)-2-thia-7-azaspiro[3.5]nonane 2,2-dioxide